COCCC=1N=NC=CC1 methoxyethyl-pyridazine